C1=C(C(=C(C(=C1I)I)C(=O)O)I)C(=O)O triiodoisophthalic acid